OC1CCN(CC1)C1CCN(CC1)C1=C(C=NC2=CC=C(C=C12)C(=O)OCC)S(=O)(=O)C1=CC=C(C=C1)OC ethyl 4-(4-hydroxy-[1,4'-bipiperidin]-1'-yl)-3-((4-methoxyphenyl)sulfonyl)quinoline-6-carboxylate